C(C(C)C)N1C=NC=C1 1-isobutyl-Imidazole